C(C=C)OCC1=CC=NC=C1 4-[(allyloxy)methyl]pyridine